Cl.O1[C@H](COC2=C1C=CC=C2)CN2C[C@H](CCC2)C2=CC(=CC=C2)F |o1:14| (R*)-1-[(S)-1-(2,3-dihydrobenzo[1,4]dioxin-2-yl)methyl]-3-(3-fluorophenyl)piperidine HCl